FC=1C=CC=C2C=C(C(NC12)=O)NC1=NC(=NC=C1)NC1=CC(=C(C=C1)OC1CC(C1)N(C)C)OC 8-fluoro-3-(2-{3-methoxy-4-[(1s,3s)-3-(dimethylamino)cyclobutoxy]phenyl-amino}-4-pyrimidinylamino)-1,2-dihydro-2-quinolinone